C1(CC1)C(C=1C(=C2C(=NN(C2=CC1)C)N)OC)OC 5-(Cyclopropyl-(methoxy)methyl)-4-methoxy-1-methyl-1H-indazol-3-amine